4-bromo-2,5-Dichlorophenol BrC1=CC(=C(C=C1Cl)O)Cl